FC=1C=C2C(=NC1)N(N=C2I)CC2=C(C=CC=C2)F 5-fluoro-1-(2-fluorobenzyl)-3-iodo-1H-pyrazolo[3,4-b]pyridine